Tert-butyl (1-(8-((3-chloro-2-fluoropyridin-4-yl)thio)imidazo[1,2-c]pyrimidin-5-yl)-4-methylpiperidin-4-yl)carbamate ClC=1C(=NC=CC1SC=1C=2N(C(=NC1)N1CCC(CC1)(C)NC(OC(C)(C)C)=O)C=CN2)F